N-((2-(2,6-dioxopiperidin-3-yl)-1-oxoisoindolin-5-yl)methyl)-2,2-difluoro-2-(3-(morpholinoethoxy)phenyl)acetamide hydrochloride Cl.O=C1NC(CCC1N1C(C2=CC=C(C=C2C1)CNC(C(C1=CC(=CC=C1)OCCN1CCOCC1)(F)F)=O)=O)=O